COC(C1=CC=C(C=C1)[C@H](C)NC(=O)C1=C2N(N=C1C(F)(F)F)CCN2C2=CC(=CC=C2)Cl)=O.CN(CCC(C(=O)N)CC(CSCCCCCCCCCCCC)SCCCCCCCCCCCC)C 2-(dimethylamino)ethyl-4,5-bis(dodecylthio)pentanamide Methyl-(S)-4-(1-(1-(3-chlorophenyl)-6-(trifluoromethyl)-2,3-dihydro-1H-imidazo[1,2-b]pyrazole-7-carboxamido)ethyl)benzoate